3-methyl-2-(pyridin-4-yl)-2H-benzo[g]indazole-4,5-dione CC=1N(N=C2C3=C(C(C(C12)=O)=O)C=CC=C3)C3=CC=NC=C3